tert-butyl [4-({2,3,5-trifluoro-4-[(4-methoxyphenyl)methoxy]benzamido}methyl) bicyclo[2.2.2]octan-1-yl]carbamate FC1=C(C(=O)NCC23CCC(CC2)(CC3)NC(OC(C)(C)C)=O)C=C(C(=C1F)OCC1=CC=C(C=C1)OC)F